C12CC(CC2C1)=O bicyclo[3.1.0]-3-hexanone